3-(2-aminoethyl)-1H-indol-6-ol NCCC1=CNC2=CC(=CC=C12)O